((5S,7aR)-5-(methoxymethyl)-2-methylenetetrahydro-1H-pyrrolizin-7a(5H)-yl)-methanol COC[C@H]1N2CC(C[C@]2(CC1)CO)=C